((2-deuteromethyl-2H-tetrazol-5-yl)(phenyl)methyl)piperazine-1-carboxylic acid [2H]CN1N=C(N=N1)C(C1=CC=CC=C1)C1N(CCNC1)C(=O)O